PLATINUM SILICON [Si].[Pt]